CNC(C)C1=CC=C(C=C1)C1=NC2=CC(=CC=C2C(=C1)CN1CCOCC1)C#N 2-(4-(1-(methylamino)ethyl)phenyl)-4-(morpholinomethyl)quinoline-7-carbonitrile